FC=1C=2N(C(=CC1)C(F)(F)F)N=CC2 4-fluoro-7-(trifluoromethyl)pyrazolo[1,5-a]pyridine